4-bromo-2-(1H-1,2,3,4-tetraazol-5-yl)aniline BrC1=CC(=C(N)C=C1)C1=NN=NN1